Butyl (2-(3-((1-(7-methoxyquinolin-5-yl)cyclopropyl)carbamoyl)-4-methyl phenoxy)ethyl)(methyl)carbamate COC1=CC(=C2C=CC=NC2=C1)C1(CC1)NC(=O)C=1C=C(OCCN(C(OCCCC)=O)C)C=CC1C